BrC1=CC=2C3=C(C=NC2C=C1F)N(C(C31CN(C1)C1CCCCC1)=O)C 8'-Bromo-1-cyclohexyl-7'-fluoro-3'-methylspiro[azetidine-3,1'-pyrrolo[2,3-c]quinolin]-2'(3'H)-one